FC(C=1C=C(C=C(C1)C(F)(F)F)N(C(=O)N(C)[C@@H]1CN(C[C@H]1C1=CC=C(C=C1)F)S(=O)(=O)C)C)(F)F 1-[3,5-bis(trifluoromethyl)phenyl]-3-[(3S,4R)-4-(4-fluorophenyl)-1-(methylsulfonyl)pyrrolidin-3-yl]-1,3-dimethylurea